5-((2-hydroxypyridin-3-yl)methoxy)-N-(trans-4-hydroxytetrahydrofuran-3-yl)-2-methylbenzofuran-3-carboxamide OC1=NC=CC=C1COC=1C=CC2=C(C(=C(O2)C)C(=O)N[C@@H]2COC[C@H]2O)C1